CN(C(=O)[C@H]1CN(CC[C@@H]1NC(=O)C1=NOC(=C1)C1=C(C=C(C=C1)F)F)[C@@H]1[C@H](CCC1)C)C (3S,4S)-4-{[5-(2,4-difluoro-phenyl)-isoxazole-3-carbonyl]-amino}-1-((1S,2S)-2-methyl-cyclopentyl)-piperidine-3-carboxylic acid dimethylamide